3-[5,6-dimethyl-4-[2-(2-pyridyl)ethoxy]-2-[4-(trifluoromethyl)anilino]-3-pyridyl]-4H-1,2,4-oxadiazol-5-one CC=1C(=C(C(=NC1C)NC1=CC=C(C=C1)C(F)(F)F)C1=NOC(N1)=O)OCCC1=NC=CC=C1